FC(CN1N=NC2=C1C=C(C=C2)C=2C=CN1N=C(N=C(C12)OC)N[C@H]1C(N(CC1)C)=O)F (R)-3-((5-(1-(2,2-difluoroethyl)-1H-benzo[d][1,2,3]triazol-6-yl)-4-methoxypyrrolo[2,1-f][1,2,4]triazin-2-yl)amino)-1-methylpyrrolidin-2-one